FC1=NC=C(C(=O)Cl)C=C1 6-Fluoronicotinic acid chloride